(Z)-N-(3-(2-chlorophenyl)-5-(hydroxymethyl)thiazol-2(3H)-ylidene)-1H-pyrrolo[2,3-b]pyridine-4-carboxamide ClC1=C(C=CC=C1)N1/C(/SC(=C1)CO)=N/C(=O)C=1C2=C(N=CC1)NC=C2